tert-butyl (E)-3-(2,4-dihydroxyphenyl)cinnamate OC1=C(C=CC(=C1)O)C=1C=C(/C=C/C(=O)OC(C)(C)C)C=CC1